C(C)[NH+]1C(N(CC1)C)C 1-ethyl-2,3-dimethylimidazolinium